CN1CC=2C=CC=C(NC3=NC=CC(C=4C=CC=C(OCC/C=C/C1)C4)=N3)C2 (16E)-14-methyl-20-oxa-5,7,14,27-tetrazatetracyclo[19.3.1.12,6.18,12]heptacosa-1(25),2(27),3,5,8,10,12(26),16,21,23-decaene